N-(4-chloro-3-cyano-1H-indol-7-yl)-1-[(1R,2R)-2-hydroxy-1-methyl-propyl]pyrazole-4-sulfonamide ClC1=C2C(=CNC2=C(C=C1)NS(=O)(=O)C=1C=NN(C1)[C@@H]([C@@H](C)O)C)C#N